(1R)-2,2-Difluorocyclopropylcarboxylic acid FC1([C@H](C1)C(=O)O)F